(R)-N-[(3S)-1,3-dihydrospiro[indene-2,4'-piperidin]-3-yl]-2-methylpropane-2-sulfinamide N1CCC2(CC1)CC1=CC=CC=C1[C@H]2N[S@](=O)C(C)(C)C